COC(C1=CC(=C(C=C1)OC(F)F)C#CC1=NC=C(N=C1)N)=O.OC=1C(NC=NC1CCC1=CC=C(C=C1)C#CC1=NC=C(C=C1)CNC1COCC1)=O 5-hydroxy-6-(4-((5-(((tetrahydrofuran-3-yl)amino)methyl)pyridin-2-yl)ethynyl)phenethyl)pyrimidin-4(3H)-one methyl-3-[(5-aminopyrazin-2-yl)ethynyl]-4-(difluoromethoxy)benzoate